C(C)NS(OCC(=O)NC=1SC(=C(N1)C)CC1=CC=C(C=C1)C)(=O)=O 2-((4-methyl-5-(4-methylbenzyl)thiazol-2-yl)amino)-2-oxoethyl ethylsulfamate